C1=2N3C=C(N=C3CN=CC2C=CN=C1)C(=O)[O-] 2,5,8,13-tetrazatricyclo[8.4.0.02,6]tetradeca-1(10),3,5,8,11,13-hexaene-4-carboxylate